CN([C@H]1CN(CC1)C(=O)C=1C=C(C=C(C1)C(F)(F)F)NC(=O)C1=CSC=2CN(CCC21)C(=O)C2=CN=C1N2C=CC=C1)C (R)-N-(3-(3-(Dimethylamino)pyrrolidin-1-carbonyl)-5-(trifluoromethyl)phenyl)-6-(imidazo[1,2-a]pyridin-3-carbonyl)-4,5,6,7-tetrahydrothieno[2,3-c]pyridin-3-carboxamid